N-(3-methoxyphenyl)-N,3-dimethylbut-2-enamide COC=1C=C(C=CC1)N(C(C=C(C)C)=O)C